3-(4,6-diphenyl-1,3,5-triazin-2-yl)-2,4,5,6-tetrakis(3-phenyl-9H-carbazol-9-yl)benzonitrile C1(=CC=CC=C1)C1=NC(=NC(=N1)C1=CC=CC=C1)C=1C(=C(C#N)C(=C(C1N1C2=CC=CC=C2C=2C=C(C=CC12)C1=CC=CC=C1)N1C2=CC=CC=C2C=2C=C(C=CC12)C1=CC=CC=C1)N1C2=CC=CC=C2C=2C=C(C=CC12)C1=CC=CC=C1)N1C2=CC=CC=C2C=2C=C(C=CC12)C1=CC=CC=C1